ClC1=CC=C(C=C1)C1NC(CC2=CC(=C(C=C12)OC(C)C)OC)=O 1-(4-chlorophenyl)-7-isopropoxy-6-methoxy-3-oxo-1,4-dihydroisoquinoline